tert-butyl 5-{2-[4-({[(4-chlorophenyl) methyl]amino} carbonylamino) phenyl] acetyl}-2,5-diazabicyclo[4.1.0]heptane-2-carboxylate ClC1=CC=C(C=C1)CNC(=O)NC1=CC=C(C=C1)CC(=O)N1CCN(C2CC12)C(=O)OC(C)(C)C